4-BROMO-5-HYDROXYINDOLE-3-CARBOXALDEHYDE BrC1=C2C(=CNC2=CC=C1O)C=O